C(C)[C@]12N(C=3C(=NN=C(C3)C3=C(C(=CC=C3)F)O)NC1)C[C@@H](C2)SC2=NC=C(C(=O)OC)C(=C2)C methyl 6-(((6aR,8R)-6a-ethyl-2-(3-fluoro-2-hydroxyphenyl)-5,6,6a,7,8,9-hexahydropyrrolo[1',2':4,5]pyrazino[2,3-c]pyridazin-8-yl)thio)-4-methylnicotinate